2-(methylthio)benzoate CSC1=C(C(=O)[O-])C=CC=C1